6-(1-((1-acetylpiperidin-4-yl)methyl)-5-methyl-1H-pyrazol-4-yl)-4-((2-cyanophenyl)thio)pyrazolo[1,5-a]pyridin-3-carbonitrile C(C)(=O)N1CCC(CC1)CN1N=CC(=C1C)C=1C=C(C=2N(C1)N=CC2C#N)SC2=C(C=CC=C2)C#N